ClC1=CC(=C(COC2=CC=CC(=N2)N2N=C3C(=C2)CN(C3)CC3=NC2=C(N3CCOC)C=C(C=C2)C(=O)O)C=C1)F 2-((2-(6-((4-chloro-2-fluorobenzyl)oxy)pyridin-2-yl)-2,6-dihydropyrrolo[3,4-c]pyrazol-5(4H)-yl)methyl)-1-(2-methoxyethyl)-1H-benzo[d]imidazole-6-carboxylic acid